NC1CCN(CC1)C1=C(C=NC2=CC=C(C=C12)C1=C(C(=CC=C1)C=NOC)O)C1=CC(=CC(=C1)F)F 2-[4-(4-Aminopiperidin-1-yl)-3-(3,5-difluorophenyl)chinolin-6-yl]-6-[(methoxyimino)methyl]phenol